C(C1=CC=CC=C1)OCC1CCC(CC1)C=1SC2=C(C=NC(=C2)Br)N1 [4-(benzyloxymethyl)cyclohexyl]-6-bromo-thiazolo[4,5-c]Pyridine